OCCCNC(=O)C1=NC(=C(C=C1)OC1=CC=C(C=C1)C(F)(F)F)C1=NN(C=C1)C N-(3-Hydroxypropyl)-6-(1-methyl-1H-pyrazol-3-yl)-5-[4-(trifluoromethyl)phenoxy]pyridine-2-carboxamide